O1N=C(CC1)C1=C(C=CC(=C1C)C(=O)OCC)SCC(=O)O ((2-(4,5-dihydroisoxazol-3-yl)-4-(ethoxycarbonyl)-3-methylphenyl)thio)acetic acid